FC(C(=O)O)(F)F.C(C=C)OC=1C=CC(=NC1)COC1=CC=C2CCNCC2=C1 7-((5-(allyloxy)pyridin-2-yl)methoxy)-1,2,3,4-tetrahydroisoquinoline trifluoroacetate